NC=1C=C(C=C(C1)C(F)(F)F)[C@@H](C)NC1=NC(=NC2=C3C(=C(C=C12)C1=CC(NC=C1)=O)CCC3)C (R)-4-(4-((1-(3-amino-5-(trifluoromethyl)phenyl)ethyl)amino)-2-methyl-8,9-dihydro-7H-cyclopenta[h]quinazolin-6-yl)pyridin-2(1H)-one